C1(CC1)C=1C=C(C=CC1N1CCN(CC1)C)C([C@H](C)O)=O (S)-1-(3-cyclopropyl-4-(4-methylpiperazin-1-yl)phenyl)-2-hydroxy-propan-1-one